2-(4-(6-((4-chlorobenzyl)oxy)pyridin-2-yl)-2,5-difluorobenzyl)-1-((3S,4S)-4-(methoxymethyl)tetrahydrofuran-3-yl)-1H-benzo[d]imidazole-6-carboxylic acid ClC1=CC=C(COC2=CC=CC(=N2)C2=CC(=C(CC3=NC4=C(N3[C@@H]3COC[C@@H]3COC)C=C(C=C4)C(=O)O)C=C2F)F)C=C1